OC(CC(C(C)C)N1C(N(C2=C1C=CC(=C2)C(=O)N)C2=NC=C(C=C2)C(F)(F)F)=O)(C)C (5-hydroxy-2,5-dimethylhexan-3-yl)-2-oxo-3-(5-(trifluoromethyl)pyridin-2-yl)-2,3-dihydro-1H-benzo[d]imidazole-5-carboxamide